BrC1=CC=C(C=C1)NC1=C(C=CC=C1)N N-(4-bromophenyl)-1,2-phenylenediamine